(E)-2,4-dimethoxy-6-(2-hydroxystyryl)benzoic acid methyl ester COC(C1=C(C=C(C=C1\C=C\C1=C(C=CC=C1)O)OC)OC)=O